guanidinoacetic acid (guanidinoacetate) N(C(=N)N)CC(=O)O.N(C(=N)N)CC(=O)O